[Cl-].C(C)(C)(C)C1=CC=C(C=C1)[S+](C1=CC=CC=C1)C1=CC=CC=C1 (4-tertiary butyl-phenyl)diphenyl-sulfonium chloride